(±)-cis-(2-(4-methoxyphenyl)-1,3-dioxan-4-yl)methanol COC1=CC=C(C=C1)[C@@H]1OCC[C@@H](O1)CO |r|